(4-(hydrazinecarbonyl)benzyl)(methyl)carbamate N(N)C(=O)C1=CC=C(COC(NC)=O)C=C1